p-nonylbenzene C(CCCCCCCC)C1=CC=CC=C1